4-(6-(cyclopropylethynyl)-2,3-dihydrobenzo[e][1,4]oxazepin-1(5H)-yl)-7-(2-hydroxyethoxy)-1-methyl-2-oxo-1,2-dihydroquinazoline-6-carbonitrile C1(CC1)C#CC1=CC=CC=2N(CCOCC21)C2=NC(N(C1=CC(=C(C=C21)C#N)OCCO)C)=O